N1(CCCCC1)NC(C[N+]#[C-])=O N-PIPERIDINO-2-ISOCYANOACETAMIDE